(2S)-1-methylpyrrolidin-2-yl-methanol CN1[C@@H](CCC1)CO